C[Si](CCOCN1C(C2(C3=CC=CC=C13)CC2)=O)(C)C 1'-((2-(trimethylsilyl)ethoxy)methyl)spiro[cyclopropane-1,3'-indolin]-2'-one